C(C)OCC=1C=C2C=C(NC2=C(C1)NC1CCOCC1)C1=CC=CC=C1 5-(ethoxymethyl)-2-phenyl-N-(tetrahydro-2H-pyran-4-yl)-1H-indol-7-amine